C1(CC1)C=1N(C(=C(N1)C1(CC1)C(F)(F)F)C)C=1C(=C(C=CC1F)N1CC2C(C2C1)N1C=NN=C1)F 3-(3-(2-cyclopropyl-5-methyl-4-(1-(trifluoromethyl)cyclopropyl)-1H-imidazol-1-yl)-2,4-difluorophenyl)-6-(4H-1,2,4-triazol-4-yl)-3-azabicyclo[3.1.0]hexane